[N+](=O)([O-])C=1C=C(C=CC1)C=C1C=C(C(C(=C1)C(C)(C)C)=O)C(C)(C)C 4-m-nitrophenylmethylene-2,6-di-t-butyl-2,5-cyclohexadien-1-one